Vinylpyrrolidone-methacrylamide C(=C)C1C(N(CC1)CC(C(=O)N)=C)=O